C1(=CC=CC2=CC=CC=C12)N(C1=CC(=C(C2=C(C=C(N(C3=CC=CC=C3)C3=CC=CC4=CC=CC=C34)C=C2)C)C=C1)C)C1=CC=CC=C1 bis(naphthalen-1-yl)-N,N'-di(phenyl)-2,2'-dimethylbenzidine